1-(1H-Benzo[d]imidazol-5-yl)-5-(4-chlorophenyl)imidazolidin-2-on N1C=NC2=C1C=CC(=C2)N2C(NCC2C2=CC=C(C=C2)Cl)=O